perfluorooctyl-sorbitol methyl-(1R,4R)-4-aminocyclohexane-1-carboxylate hydrochloride Cl.CC1(CCC(CC1)N)C(=O)O.FC(O)([C@](O)([C@@](O)([C@](O)([C@](O)(C(O)(F)F)F)F)F)F)C(C(C(C(C(C(C(C(F)(F)F)(F)F)(F)F)(F)F)(F)F)(F)F)(F)F)(F)F